tert-Butyl N-[1-[(7-cyano-2-formyl-2,3-dihydro-1H-inden-5-yl)oxy]propan-2-yl]carbamate C(#N)C=1C=C(C=C2CC(CC12)C=O)OCC(C)NC(OC(C)(C)C)=O